N-(4-Cyanobenzyl)-6-((1-((3-hydroxyazetidin-1-yl)sulfonyl)cyclopropyl)methyl)-1-methyl-7-oxo-4,5,6,7-tetrahydro-1H-pyrazolo[3,4-c]pyridine-3-carboxamide C(#N)C1=CC=C(CNC(=O)C2=NN(C=3C(N(CCC32)CC3(CC3)S(=O)(=O)N3CC(C3)O)=O)C)C=C1